α-amino-3-hydroxy-5-methyl-5-isoxazolepropionic acid NC(C(=O)O)CC1(C=C(NO1)O)C